2-(1-(6-chloropyridin-2-yl)-1H-pyrazol-4-yl)-N-(3-cyclopropyl-1H-pyrazol-5-yl)acetamide ClC1=CC=CC(=N1)N1N=CC(=C1)CC(=O)NC1=CC(=NN1)C1CC1